2-chloro-N-(4-(3-fluoro-6-oxo-1,6-dihydropyridin-2-yl)benzyl)benzamide ClC1=C(C(=O)NCC2=CC=C(C=C2)C=2NC(C=CC2F)=O)C=CC=C1